bis(α-chloroisopropyl)benzene ClC(C)(C)C1=C(C=CC=C1)C(C)(C)Cl